C[N+](CCOP(=O)(O)[O-])(CCCNC(CCCCCNC(=O)OCC#C)=O)C 2-[Dimethyl-[3-[6-(prop-2-ynoxycarbonylamino)hexanoylamino]propyl]ammonio]ethyl-hydrogenphosphat